lithium compound with carbon dioxide C(=O)=O.[Li]